N-cyclohexyl-2-(1-methyl-2-oxo-2,3-dihydro-1H-pyrido[2,3-b][1,4]thiazin-3-yl)acetamide C1(CCCCC1)NC(CC1C(N(C2=C(S1)N=CC=C2)C)=O)=O